ClC=1C(=CC(=NC1)NC=1C(=NN(C1)C)C)C=1C=C2N(C[C@@H](N(C2=O)CC2=C(C=CC(=C2)F)CO)COC)C1 (R)-7-(5-chloro-2-((1,3-dimethyl-1h-pyrazole-4-yl)amino)pyridine-4-yl)-2-(5-fluoro-2-(hydroxymethyl)benzyl)-3-(methoxymethyl)-3,4-dihydropyrrolo[1,2-a]pyrazin-1(2H)-one